hafnium tetra(diethylamide) C(C)[N-]CC.C(C)[N-]CC.C(C)[N-]CC.C(C)[N-]CC.[Hf+4]